BrCC1=CC=C(C=C1)CC(=O)OCC(C1=CC=CC=C1)=O benzoylmethyl 4-(bromomethyl)-phenylacetate